FC1=C(C=CC=C1C(F)(F)F)N(C(=O)NC=1C=NC(=C(C1)F)N1C=NC(=C1)[C@@H]1NCCOC1)C (S)-1-(2-fluoro-3-(trifluoromethyl)phenyl)-3-(5-fluoro-6-(4-(morpholin-3-yl)-1H-imidazol-1-yl)pyridin-3-yl)-1-methylurea